BrCC=1C=NC(=NC1)C1CC1 5-(bromomethyl)-2-cyclopropylpyrimidine